OC1=C(C(=CC(=C1C(=O)NCC1=CN=CO1)CCCCC)O)C1C(CCC(=C1)C)C(=C)C 2,6-dihydroxy-5'-methyl-N-(oxazol-5-ylmethyl)-4-pentyl-2'-(prop-1-en-2-yl)-1',2',3',4'-tetrahydro-[1,1'-biphenyl]-3-carboxamide